1-(1-(3-(2-Chloro-4-(trifluoromethoxy)phenoxy)pyridin-2-yl)piperidin-4-yl)-3-(pyridin-3-yl)urea ClC1=C(OC=2C(=NC=CC2)N2CCC(CC2)NC(=O)NC=2C=NC=CC2)C=CC(=C1)OC(F)(F)F